(S)-1-allyl-N-(1-cyclohexyl-2-((6-(3,5-dimethyl-1H-pyrazol-4-yl)pyridin-3-yl)amino)-2-oxoethyl)-1H-pyrazole-5-carboxamide C(C=C)N1N=CC=C1C(=O)N[C@H](C(=O)NC=1C=NC(=CC1)C=1C(=NNC1C)C)C1CCCCC1